(1S,2S,4S,5S)-N-(2,4-difluorobenzyl)-4-fluoro-8-hydroxy-2,5-dimethyl-7,9-dioxo-2,3,4,5,7,9-hexahydro-1,6-methanopyrido[1,2-b][1,2,5]triazonine-10-carboxamide FC1=C(CNC(=O)C=2C(C(=C3N(N4[C@H](C[C@@H]([C@@H](N(C3=O)C4)C)F)C)C2)O)=O)C=CC(=C1)F